C(C(C)C)N1C(=NC=2C1=NC(=CC2)C=2C=CN1N=C(N=CC12)NC1CCC(CC1)(O)C)C 4-((5-(3-Isobutyl-2-methyl-3H-imidazo[4,5-b]pyridin-5-yl)pyrrolo[2,1-f][1,2,4]triazin-2-yl)amino)-1-methylcyclohexan-1-ol